2,3-diamino-4,5-diethyltoluene NC1=C(C)C=C(C(=C1N)CC)CC